hexamethylenediamine dihydrochloride salt Cl.Cl.NCCCCCCN